CN(C(C)=O)C1=NC=CC(=N1)C N-Methyl-N-(4-methylpyrimidin-2-yl)acetamide